dichloro[1,3-bis(2,4,6-trimethylphenyl)-2-imidazolidinylidene](2-methoxyphenylmethylene)ruthenium (II) Cl[Ru-4](=CC1=C(C=CC=C1)OC)(=C1N(CCN1C1=C(C=C(C=C1C)C)C)C1=C(C=C(C=C1C)C)C)Cl